C(C=C)(=O)N1CC2(C1)CC(C2)N2N=C(C(=C2C)C2=C1C=NNC1=CC(=C2Cl)C)C2=CC=C(CN1C(CCC1)=O)C=C2 1-(4-(1-(2-acryloyl-2-azaspiro[3.3]hept-6-yl)-4-(5-chloro-6-methyl-1H-indazol-4-yl)-5-methyl-1H-pyrazol-3-yl)benzyl)pyrrolidin-2-one